3-(4-Fluorophenyl)-2-(4-methoxyphenyl)thiazolidin-4-one FC1=CC=C(C=C1)N1C(SCC1=O)C1=CC=C(C=C1)OC